ClC1=CC(=C(C=C1C#N)NS(=O)(=O)C=1C=C(C(=O)O)C=CC1C1CC1)OC1CC(C1)(C)C 3-(N-(4-chloro-5-cyano-2-(3,3-dimethylcyclobutoxy)phenyl)sulfamoyl)-4-cyclopropylbenzoic acid